NC1=NC=C(C=C1O[C@H](C)C=1C=C(C=CC1)NC(C1=CC(=CC=C1)OC(C)C)=O)Cl (R)-N-(3-(1-((2-amino-5-chloropyridin-3-yl)oxy)ethyl)phenyl)-3-isopropoxybenzamide